NC1=C(C=CC(=C1)Br)NC(C1=CC(=C(C=C1)Br)Cl)=O N-(2-amino-4-bromo-phenyl)-4-bromo-3-chloro-benzamide